Fmoc-C1-(9H-fluoren-9-yl)methylcarbonyl chloride C(=O)(OCC1C2=CC=CC=C2C2=CC=CC=C12)C(C(=O)Cl)C1C2=CC=CC=C2C=2C=CC=CC12